(3S)-1-acetyl-N-(((2S,5R)-6-hydroxy-7-oxo-1,6-diazabicyclo[3.2.1]octan-2-yl)(imino)methyl)piperidine-3-carboxamide C(C)(=O)N1C[C@H](CCC1)C(=O)NC(=N)[C@H]1N2C(N([C@H](CC1)C2)O)=O